CC1(OB(OC1(C)C)C1=CN=C2COCCN21)C 3-(4,4,5,5-tetramethyl-1,3,2-dioxaborolan-2-yl)-5,6-dihydro-8H-imidazo[2,1-c][1,4]oxazine